ethyl rac-(2S,3R)-4-[2-(difluoromethoxy)-4-fluoro-phenyl]-2,3-dimethyl-2-(trifluoromethyl)-3H-furan-5-carboxylate FC(OC1=C(C=CC(=C1)F)C=1[C@H]([C@](OC1C(=O)OCC)(C(F)(F)F)C)C)F |r|